(S)-Ethyl(imino)(4-((4-(isoindolin-2-ylmethyl)-2-(methylsulfonyl)phenoxy)methyl)-phenyl)-λ6-sulfanone C(C)[S@](=O)(C1=CC=C(C=C1)COC1=C(C=C(C=C1)CN1CC2=CC=CC=C2C1)S(=O)(=O)C)=N